ClC1=C(C=CC=C1)C1=NCC(NC2=C1C=C(C=C2)[N+](=O)[O-])=O 5-(2-chlorophenyl)-7-nitro-1H-1,4-benzodiazepine-2(3H)-one